(2R,3S,4S)-4-hydroxy-2-[(4-methoxyphenyl)methyl]pyrrolidin-3-yl N-(carbamoylmethyl)carbamate C(N)(=O)CNC(O[C@H]1[C@H](NC[C@@H]1O)CC1=CC=C(C=C1)OC)=O